1-tert-Butyl-3-[5-cyano-2-[3-[4-(difluoromethyl)phenyl]phenoxy]phenyl]sulfonyl-urea C(C)(C)(C)NC(=O)NS(=O)(=O)C1=C(C=CC(=C1)C#N)OC1=CC(=CC=C1)C1=CC=C(C=C1)C(F)F